OC1(CC(CCC1)N1C2=NC(=NC=C2N(C1=O)C)NC=1C(=CC2=C(CCO2)C1)C)C (3-hydroxy-3-methylcyclohexyl)-7-methyl-2-((6-methyl-2,3-dihydrobenzofuran-5-yl)amino)-7,9-dihydro-8H-purin-8-one